4-[(1R,3S)-3-(4-cyclohexyl-1,3-thiazol-2-yl)-2,2-difluorocyclopropyl]benzenesulfonamide C1(CCCCC1)C=1N=C(SC1)[C@@H]1C([C@H]1C1=CC=C(C=C1)S(=O)(=O)N)(F)F